N-hydroxy-4-(2-(5-(4-fluorophenyl)-1H-indol-3-yl)acetamido)benzamide ONC(C1=CC=C(C=C1)NC(CC1=CNC2=CC=C(C=C12)C1=CC=C(C=C1)F)=O)=O